N1=NN=NN=N1 Hexazin